FC1=C(N(N=C1)C)C1=C2C=NN(C2=CC=C1)CC(=O)OCC ethyl 2-[4-(4-fluoro-2-methylpyrazol-3-yl)indazol-1-yl]acetate